2-oxo-2,3-dihydrooxazole O=C1OC=CN1